CC=1C=NC=C(C1)C(F)(F)F 3-methyl-5-(trifluoromethyl)pyridine